C(C(C)(C)C)C1=CC2=C(C=3N=CN=C(C3S2)C2=CC3=CC=CC=C3C(=C2)C(F)(F)F)C=C1 7-neopentyl-4-(4-(trifluoro-methyl)naphthalen-2-yl)benzo[4,5]thieno-[3,2-d]pyrimidine